2-(2,6-dioxopiperidin-3-yl)-5-((3-(trans-3-(4-(7-(morpholinomethyl)quinoxalin-2-yl)-1H-pyrazol-1-yl)cyclobutyl)propyl)amino)isoindoline-1,3-dione O=C1NC(CCC1N1C(C2=CC=C(C=C2C1=O)NCCC[C@@H]1C[C@H](C1)N1N=CC(=C1)C1=NC2=CC(=CC=C2N=C1)CN1CCOCC1)=O)=O